6-(1H-pyrrol-1-yl)nicotinamide N1(C=CC=C1)C1=NC=C(C(=O)N)C=C1